4-[1-(4-aminopyrazol-1-yl)ethyl]-6-methoxy-2-[(4-methoxyphenyl)methyl]pyridazin-3-one NC=1C=NN(C1)C(C)C=1C(N(N=C(C1)OC)CC1=CC=C(C=C1)OC)=O